S1C(SCCC1)C1=NN(C=C1C1=CC=C(C=C1)OC(F)(F)F)C1=CC=CC=C1 3-(1,3-dithian-2-yl)-4-(4-trifluoromethoxyphenyl)-1-phenyl-1H-pyrazole